3-(5-(3-fluoro-4-((4-fluoro-4-methylpiperidin-1-yl)methyl)pyridin-2-yl)-1-oxoisoindolin-2-yl)piperidine-2,6-dione FC=1C(=NC=CC1CN1CCC(CC1)(C)F)C=1C=C2CN(C(C2=CC1)=O)C1C(NC(CC1)=O)=O